C1(CC1)[C@@H]1[C@@H](O1)C(=O)[O-].[Li+] lithium (2R,3R)-3-cyclopropyloxirane-2-carboxylate